FC=1C=C(C=CC1)S(=O)(=O)OC1=CC=C(C=C1)C(C=CC1=CC=C(C=C1)O)=O [4-[3-(4-Hydroxyphenyl)prop-2-enoyl]phenyl] 3-fluorobenzenesulfonate